(1R,2S,5S)-3-[(2S,3R)-2-amino-3-(cyclobutoxy)butanoyl]-N-[(1S)-1-cyano-2-[(3R)-5,5-dimethyl-2-oxo-pyrrolidin-3-yl]ethyl]-6,6-dimethyl-3-azabicyclo[3.1.0]hexane-2-carboxamide N[C@H](C(=O)N1[C@@H]([C@H]2C([C@H]2C1)(C)C)C(=O)N[C@@H](C[C@H]1C(NC(C1)(C)C)=O)C#N)[C@@H](C)OC1CCC1